4-[4-(2,3-DIHYDRO-INDOL-1-YLMETHYL)-BENZYLOXYl-1-OXO-1,3-DIHYDRO-ISOINDOL-2-YL]-PIPERIDINE-2,6-DIONE N1(CCC2=CC=CC=C12)CC1=CC=C(COC2N(C(C3=CC=CC=C23)=O)C2CC(NC(C2)=O)=O)C=C1